C1(CCCCC1)CNC1=CC=C(C=C1)[N+](=O)[O-] N-(cyclohexylmethyl)-4-nitroaniline